2-chloro-N-(6-(8-ethyl-2-(((1r,4r)-4-(methyl-amino)cyclohexyl)amino)quinazolin-6-yl)pyridazin-3-yl)benzenesulfonamide ClC1=C(C=CC=C1)S(=O)(=O)NC=1N=NC(=CC1)C=1C=C2C=NC(=NC2=C(C1)CC)NC1CCC(CC1)NC